COC=1C(=NC=CC1C1=NOC(=N1)C)NC1=C(N=NC(=C1)NC1=NC=NC(=C1)C)C(=O)NC([2H])([2H])[2H] 4-{[3-Methoxy-4-(5-methyl-1,2,4-oxadiazol-3-yl)pyridin-2-yl]amino}-N-(2H3)methyl-6-[(6-methylpyrimidin-4-yl)amino]pyridazin-3-carboxamid